C(#N)C1=C(N=C2N1C=CC(=C2)C(=O)NC21COC(C2)(C1)C)C1=C(C=CC=C1C=1C(=NN(C1)C)F)F 3-cyano-2-(2-fluoro-6-(3-fluoro-1-methyl-1H-pyrazol-4-yl)phenyl)-N-(1-methyl-2-oxabicyclo[2.1.1]hexan-4-yl)imidazo[1,2-a]pyridine-7-carboxamide